C(C)(C)(C)OC(=O)N1CC(C1)N1C=NC(=C1)C(=O)OC methyl 1-(1-(tert-butoxycarbonyl) azetidin-3-yl)-1H-imidazole-4-carboxylate